5-bromo-2-trifluoromethyl-isonicotinonitrile BrC1=CN=C(C=C1C#N)C(F)(F)F